Trans-cyclopropyl-(5-(2-(piperidin-4-ylmethylamino)cyclopropyl)indolin-1-yl)methanone C1(CC1)C(=O)N1CCC2=CC(=CC=C12)[C@H]1[C@@H](C1)NCC1CCNCC1